2-(4-((1-(4-Isopropylphenyl)-5-oxo-1,5-dihydro-4H-1,2,4-triazol-4-yl)methyl)-2,6-dimethylphenoxy)-2-methylpropanoic acid ethyl ester C(C)OC(C(C)(C)OC1=C(C=C(C=C1C)CN1C=NN(C1=O)C1=CC=C(C=C1)C(C)C)C)=O